FC(OC1=C(C(=NN1C)C(F)(F)F)CCl)F 5-(difluoromethoxy)-4-chloromethyl-1-methyl-3-(trifluoromethyl)-1H-pyrazole